C1(CC1)N(C=1C2=C(N=C(N1)C=1C(=NC=NC1OC)C1CC1)N=CC=C2)CC2=CC=C(C=C2)C=2N(C=C(N2)C(F)(F)F)C(C)C N-cyclopropyl-2-(4-cyclopropyl-6-methoxypyrimidin-5-yl)-N-(4-(1-isopropyl-4-(trifluoromethyl)-1H-imidazol-2-yl)benzyl)pyrido[2,3-d]pyrimidin-4-amine